1-(4-(3-aminopropyl)-2-methoxybenzyl)-3-(4-methoxy-3-(pentyloxy)phenyl)tetrahydropyrimidin-2(1H)-one NCCCC1=CC(=C(CN2C(N(CCC2)C2=CC(=C(C=C2)OC)OCCCCC)=O)C=C1)OC